CN1CC(CC1)OC=1C=C(C(=O)[O-])C=C(C1)NC[C@H]1OCC1 3-((1-methylpyrrolidin-3-yl)oxy)-5-((((S)-oxetan-2-yl)methyl)amino)benzoate